(R)-3-(Cyclopropylmethyl)-9-(methylsulfonyl)-4-oxo-2,3,4,9-tetrahydro-1H-carbazole-3-carbonitrile C1(CC1)C[C@]1(CCC=2N(C3=CC=CC=C3C2C1=O)S(=O)(=O)C)C#N